FC=1C(=NC(=NC1)N[C@H]1CNCC[C@@H]1F)C1=CN=C2N1N=C(C(=C2)OC)C2COC2 fluoro-N-((3S,4S)-4-fluoropiperidin-3-yl)-4-(7-methoxy-6-(oxetan-3-yl)imidazo[1,2-b]pyridazin-3-yl)pyrimidin-2-amine